Adenosine-5'-monophosphate P(=O)(O)(O)OC[C@@H]1[C@H]([C@H]([C@@H](O1)N1C=NC=2C(N)=NC=NC12)O)O